CC=1C=C(C=CC1NC1=NNC(=C1)C1=CC=C(C=C1)C=1C(=NNC1)C(F)(F)F)O 3-methyl-4-((5-(4-(3-(trifluoromethyl)-1H-pyrazol-4-yl)phenyl)-1H-pyrazol-3-yl)amino)phenol